1,4-bis(3,5-di-tert-butyl-4-hydroxybenzyl)-2,3,5,6-tetramethyl-benzene methyl(3-cyano-4,5-dimethylphenyl)carbamate CN(C(O)=O)C1=CC(=C(C(=C1)C)C)C#N.C(C)(C)(C)C=1C=C(CC2=C(C(=C(C(=C2C)C)CC2=CC(=C(C(=C2)C(C)(C)C)O)C(C)(C)C)C)C)C=C(C1O)C(C)(C)C